NCC1=NNC(C2=CC=C(C=C12)C=1C=NC=C(C1)OC1=CC=CC=C1)=O 4-(aminomethyl)-6-(5-phenoxypyridin-3-yl)phthalazin-1(2H)-one